trimethylene malate C1(C(O)CC(=O)OCCCO1)=O